C(C)(C)(C)OC(=O)N[C@H](C(=O)[O-])CI (R)-2-((tert-butoxycarbonyl) amino)-3-iodopropionate